4-oxo-2-thioxo-6-(p-tolyl)-1,2,3,4-tetrahydropyrimidine-5-carbonitrile O=C1NC(NC(=C1C#N)C1=CC=C(C=C1)C)=S